3,8-dihydroxy-7,9-dimethoxy-1-(methylsulfonyl)benzofuro[3,2-b]chromen-5-ium OC1=CC(=C2C=C3C(=[O+]C2=C1)C1=C(O3)C(=C(C(=C1)OC)O)OC)S(=O)(=O)C